ClC1=CC=CC2=C1C(=NO2)N2CCN(CC2)C2=C(C=CC=C2)Cl 4-Chloro-3-(4-(2-chlorophenyl)piperazin-1-yl)benzo[d]isoxazole